N(=C=O)C1=CC=C(C=C1)SC(F)(F)F 1-isocyanato-4-[(trifluoromethyl)sulfanyl]benzene